2,2-dimethyl-1-(2,4-dimethyl-3-cyclohexen-1-yl)-1-propanone CC(C(=O)C1C(C=C(CC1)C)C)(C)C